5-chloro-3,4-dimethyl-3-trifluoromethyl-1-indenone ClC=1C(=C2C(CC(C2=CC1)=O)(C(F)(F)F)C)C